C(CCCCCCCCCCC1=NNC(=N1)O)C1=NNC(=N1)O 3,3'-Undecylenebis(5-hydroxy-1,2,4-triazole)